N1=C(C=CC=C1)CN(CC1=NC=CC=C1)CC1=NC=C(C(=O)NC2=CC=C(C=C2)CC(=O)O)C=C1 2-(4-(6-((bis(pyridin-2-ylmethyl)amino)methyl)nicotinamido)phenyl)acetic acid